O=C1OC[C@@H](O1)C1=C2C(=NC=C1)N(N=C2CNC(C=C)=O)C2=CC=C(C=C2)OC(F)(F)F (S)-N-((4-(2-oxo-1,3-dioxolan-4-yl)-1-(4-(trifluoromethoxy)phenyl)-1H-pyrazolo[3,4-b]pyridin-3-yl)methyl)acrylamide